5-ethyl-2-methoxy-N-(4-methoxy-6-((4,5,6,7-tetrahydro-2H-pyrazolo[4,3-c]pyridin-2-yl)methyl)benzo[d]isoxazol-3-yl)benzenesulfonamide hydrochloride Cl.C(C)C=1C=CC(=C(C1)S(=O)(=O)NC1=NOC2=C1C(=CC(=C2)CN2N=C1C(CNCC1)=C2)OC)OC